(S)-((4-ethyl-8-fluoro-4-hydroxy-9-methyl-3,14-dioxo-3,4,12,14-tetrahydro-1H-pyrano[3',4':6,7]indolizino[1,2-b]quinolin-11-yl)methyl)carbamic acid 2-hydroxyethyl ester OCCOC(NCC1=C2C(=NC=3C=C(C(=CC13)C)F)C1=CC3=C(C(N1C2)=O)COC([C@]3(O)CC)=O)=O